CC1=C(C=NN1C1CCOCC1)C1=NC=2C(=NC=CC2C=2C=C3CCC[C@H](C3=CC2)NC(=O)C2=NC(=NO2)C(C)(C)C)N1 3-tert-Butyl-[1,2,4]oxadiazole-5-carboxylic acid ((R)-6-{2-[5-methyl-1-(tetrahydro-pyran-4-yl)-1H-pyrazol-4-yl]-3H-imidazo[4,5-b]pyridin-7-yl}-1,2,3,4-tetrahydro-naphthalen-1-yl)-amide